benzyl 2-hydroxy-4-(methoxymethoxy)-6-methylbenzoate OC1=C(C(=O)OCC2=CC=CC=C2)C(=CC(=C1)OCOC)C